ClC=1C=CC2=C(N(C3=C(N(C2=O)CCCOC2OCCCC2)C=CC=C3)CCCN(C(=O)OC(C)(C)C)C(=O)OC(C)(C)C)C1 di-tert-Butyl {3-[3-chloro-10-[3-(tetrahydro-2H-pyran-2-yloxy)propyl]-11-oxo-10,11-dihydro-5H-dibenzo[b,e][1,4]diazepin-5-yl]propyl}imidodicarbonate